(2-methoxybenzyl)-carbamate COC1=C(CNC([O-])=O)C=CC=C1